N-(4-fluoro-3-(trifluoromethyl)phenyl)-3-(5-(5-hydroxy-3a,5,6,6a-tetrahydro-4H-cyclopenta[d]isoxazol-3-yl)-2-methoxybenzamido)-2-naphthamide FC1=C(C=C(C=C1)NC(=O)C1=CC2=CC=CC=C2C=C1NC(C1=C(C=CC(=C1)C1=NOC2C1CC(C2)O)OC)=O)C(F)(F)F